FC1=C(OC=2SC(=C3CCC=4C=NN(C4C32)C)C(=O)N)C=CC(=C1)F 8-(2,4-Difluorophenoxy)-1-methyl-4,5-dihydro-1H-thieno[3,4-g]indazole-6-carboxamide